3-(3-(3-Cyclopropylprop-1-ynyl)phenoxy)-5-methyl-1H-pyrazole-4-carboxylic acid ethyl ester C(C)OC(=O)C=1C(=NNC1C)OC1=CC(=CC=C1)C#CCC1CC1